(7-(4-(1H-Tetrazol-5-yl)phenyl)pyrazolo[1,5-a]pyridin-3-yl)(piperidin-1-yl)methanone N1N=NN=C1C1=CC=C(C=C1)C1=CC=CC=2N1N=CC2C(=O)N2CCCCC2